C[C@@H]1N(CCCN(C1)C)C(=O)OCC1=CC=CC=C1 benzyl (2S)-2,4-dimethyl-1,4-diazepane-1-carboxylate